3-ethyl-3-hexene-2,5-diol C(C)C(C(C)O)=CC(C)O